NC=1N=NC(=CC1C=1C=NN(C1)C1CCN(CC1)C1CCC(CC1)C1=CC=CC2=C1OCCN2[C@@H]2C(NC(CC2)=O)=O)C2=C(C=CC=C2)O (S)-3-(8-((1r,4S)-4-(4-(4-(3-amino-6-(2-hydroxyphenyl)pyridazin-4-yl)-1H-pyrazol-1-yl)piperidin-1-yl)cyclohexyl)-2,3-dihydro-4H-benzo[b][1,4]oxazin-4-yl)piperidine-2,6-dione